4-((1-(4-(2-(2-Aminopyridin-3-yl)-5-cyclohexyl-3H-imidazo[4,5-b]pyridin-3-yl)benzyl)piperidin-4-yl)amino)pyrimidine-2-carbonitrile NC1=NC=CC=C1C1=NC=2C(=NC(=CC2)C2CCCCC2)N1C1=CC=C(CN2CCC(CC2)NC2=NC(=NC=C2)C#N)C=C1